((2-bromo-5-(((tert-butoxycarbonyl)amino)methyl)-4,6-dimethyl-1,3-phenylene)bis(methylene))dicarbamic acid di-tert-butyl ester C(C)(C)(C)OC(NCC=1C(=C(C(=C(C1C)CNC(=O)OC(C)(C)C)C)CNC(OC(C)(C)C)=O)Br)=O